C(C(C)C)(=O)OC1CCC2C3CCC(=C12)C3 hexahydro-4,7-methano-indenyl isobutyrate